(5-bromo-2H-pyrazol-3-yl)methanol BrC=1C=C(NN1)CO